CC1([C@@H](COC1)NC=1N=NC=C2C1C=NC=C2)C 4-{[(3S)-4,4-dimethyloxolan-3-yl]amino}pyrido[3,4-d]pyridazin